3-((6-oxo-5-(trifluoromethyl)-1,6-dihydropyridazin-3-yl)methoxy)propanoic acid O=C1C(=CC(=NN1)COCCC(=O)O)C(F)(F)F